pyrrolidine-1-carboxylic acid-2-isopropyl-5-methylphenyl ester C(C)(C)C1=C(C=C(C=C1)C)OC(=O)N1CCCC1